2-tert-butyl-6-chloropyridine-3-ol C(C)(C)(C)C1=NC(=CC=C1O)Cl